FC(C(=O)O)(F)F.ClC=1C=C2C(N(C(=NC2=CC1Cl)[C@H]1CNCCC1)CCOC)=O (R)-6,7-dichloro-3-(2-methoxyethyl)-2-(piperidin-3-yl)quinazolin-4(3H)-one trifluoroacetic acid salt